ClC1=C(C#N)C=CC(=C1)[C@H]1NCC[C@H](C1)C |r| 2-chloro-4-[rac-(2s,4R)-4-methyl-2-piperidinyl]benzonitrile